6-(2,5-dichlorobenzylamino)-9H-purin ClC1=C(CNC2=C3N=CNC3=NC=N2)C=C(C=C1)Cl